CC(C(=O)O)(C)C1=CC=C(C=C1)CCC(NC1=NC(=CN=C1)N1C[C@@H](CCC1)OC1=C(C=CC=C1)OC(F)(F)F)=O (R)-2-methyl-2-(4-(3-oxo-3-((6-(3-(2-(trifluoromethoxy)phenoxy)piperidin-1-yl)pyrazin-2-yl)amino)propyl)phenyl)propanoic acid